C(#C)C1(CCCC1)O 1-ethynyl-cyclopentane-1-ol